7-[7-(2-methoxy-3-pyridinyl)-6-[1-(1-prop-2-enylazetidin-3-yl)pyrazol-4-yl]thieno[3,2-c]pyridin-4-yl]-2,4-dihydro-1H-isoquinolin-3-one COC1=NC=CC=C1C=1C2=C(C(=NC1C=1C=NN(C1)C1CN(C1)CC=C)C1=CC=C3CC(NCC3=C1)=O)C=CS2